tert-butyl N-[(1S,3R)-3-[(3-bromo-4-fluorophenyl)methyl]-3-carbamoylcyclopentyl]carbamate BrC=1C=C(C=CC1F)C[C@]1(C[C@H](CC1)NC(OC(C)(C)C)=O)C(N)=O